NC1=CC(=C(C=C1)N1CCN(CC1)C(=O)OC(C)(C)C)C tert-butyl 4-(4-amino-2-methylphenyl)piperazine-1-carboxylate